3-(5-(7H-pyrrolo[2,3-d]pyrimidin-4-yl)pyridin-2-yl)-6-(4-methoxybenzyl)-3,6-diazabicyclo[3.1.1]heptane N1=CN=C(C2=C1NC=C2)C=2C=CC(=NC2)N2CC1N(C(C2)C1)CC1=CC=C(C=C1)OC